methyl(2-((5-nitrothiazol-2-yl)carbamoyl)phenyl)carbamate COC(NC1=C(C=CC=C1)C(NC=1SC(=CN1)[N+](=O)[O-])=O)=O